C1(CC1)C=1C=NC(=NC1)C1CN(C1)[C@H]1[C@@H](CCCC1)OC=1C=C2CN(C(C2=CC1)=O)C1C(NC(CC1)=O)=O 3-(5-(((1R,2R)-2-(3-(5-cyclopropylpyrimidin-2-yl)azetidin-1-yl)cyclohexyl)oxy)-1-oxoisoindolin-2-yl)piperidine-2,6-dione